N-(5,7-dihydrospiro[cyclopenta[b]pyridin-6,4'-piperidin]-7-yl)-2-methylpropane-2-sulfinamide trifluoroacetate FC(C(=O)O)(F)F.N1CCC2(CC1)CC=1C(=NC=CC1)C2NS(=O)C(C)(C)C